C1(CCCC1)CC(=O)[O-] CYCLOPENTANEACETATE